ethyl (Z)-4-heptenoate C(CC\C=C/CC)(=O)OCC